4-(3-Methyl-4-thiophen-3-yl-pyrazol-1-yl)-1H-pyrrolo[2,3-b]-pyridine CC1=NN(C=C1C1=CSC=C1)C1=C2C(=NC=C1)NC=C2